ClC1=CC=C(C=C1)CC1CN(C1)C(=O)N1CC2(C1)CC(C2)C2=NN=C(N2)C2(CC2)O [3-[(4-chlorophenyl)methyl]azetidin-1-yl]-[6-[5-(1-hydroxycyclopropyl)-4H-1,2,4-triazol-3-yl]-2-azaspiro[3.3]heptan-2-yl]methanone